C(C)(C)(C)OC(N(CC)CC(CCN(CCC)S(=O)(=O)C1=CC=C(C=C1)[N+](=O)[O-])N)=O N-[2-amino-4-[(4-nitrophenyl)sulfonyl-propyl-amino]butyl]-N-ethyl-carbamic acid tert-butyl ester